4-[2-[2-(dimethylamino)ethyl]-4-(trifluoromethyl)thiazol-5-yl]-5-fluoro-N-(1-methylsulfonyl-4-piperidyl)pyrimidin-2-amine CN(CCC=1SC(=C(N1)C(F)(F)F)C1=NC(=NC=C1F)NC1CCN(CC1)S(=O)(=O)C)C